5-bromo-2-(fluoromethyl)pyrimidine BrC=1C=NC(=NC1)CF